(1,4-dimethyl-1H-1,2,3-triazol-5-yl)-4-fluoro-10-(phenyl-(tetrahydro-2H-pyran-4-yl)methyl)-1,10-dihydro-cyclopenta[g]pyrido[3,2-b]indol-3(2H)-one CN1N=NC(=C1C1CC(C=2C(=CC=3C4=C(N(C3C21)C(C2CCOCC2)C2=CC=CC=C2)C=CC=N4)F)=O)C